(R)-2-(2-methylpyridin-3-yl)-5-(4-(4-(trifluoromethyl)pyrazolo[1,5-a]pyridin-2-yl)-1,4,6,7-tetrahydro-5H-imidazo[4,5-c]pyridin-5-yl)-1,3,4-oxadiazole CC1=NC=CC=C1C=1OC(=NN1)N1[C@H](C2=C(CC1)NC=N2)C2=NN1C(C(=CC=C1)C(F)(F)F)=C2